copper tungsten boron [B].[W].[Cu]